1-(4-(4-morpholinyl-6-(5-(morpholinylmethyl)thiophen-2-yl)-1,3,5-triazin-2-yl)phenyl)-3-(pyrimidin-4-ylmethyl)urea N1(CCOCC1)C1=NC(=NC(=N1)C=1SC(=CC1)CN1CCOCC1)C1=CC=C(C=C1)NC(=O)NCC1=NC=NC=C1